[6-(5-chloro-2-fluorophenyl)-3-(dimethylamino)pyridazin-4-yl]ammonia ClC=1C=CC(=C(C1)C1=CC(=C(N=N1)N(C)C)N)F